[4-[1-methyl-4-(trifluoromethyl)-1H-imidazol-2-yl]phenyl]methanamine CN1C(=NC(=C1)C(F)(F)F)C1=CC=C(C=C1)CN